OC1C(CC12CCN(CC2)C(=O)C2CC(N(C2)C)=O)C2N1C(C=3C=CC=CC23)=CN=C1 4-[3-Hydroxy-2-(5H-imidazo[1,5-b]isoindol-5-yl)-7-azaspiro[3.5]nonan-7-carbonyl]-1-methylpyrrolidin-2-on